F[C@@H]1[C@@H](C1)C(=O)NC=1N=C2N(C=C(C=C2)I)C1C (1S,2S)-2-fluoro-N-(6-iodo-3-methylimidazo[1,2-a]pyridin-2-yl)cyclopropane-1-carboxamide